5-chloro-1-(difluoromethyl)-3-methoxy-2-(methoxymethoxy)benzene ClC=1C=C(C(=C(C1)C(F)F)OCOC)OC